1-(4-(6-Fluoro-3-(3-hydroxyazetidine-1-carbonyl)quinolin-4-yl)phenyl)cyclopropane-1-carbonitrile FC=1C=C2C(=C(C=NC2=CC1)C(=O)N1CC(C1)O)C1=CC=C(C=C1)C1(CC1)C#N